C=C\C=C\C (E)-penta-1,3-dien